(2S,5R)-2-(N-(2-(azetidin-3-yl) acetyl) carbamimidoyl)-7-oxo-1,6-diazabicyclo[3.2.1]octan-6-yl hydrogen sulfate S(=O)(=O)(ON1[C@@H]2CC[C@H](N(C1=O)C2)C(NC(CC2CNC2)=O)=N)O